C1(=CC=CC=C1)C(Cl)C1=CC=CC=C1 Diphenyl-chloromethane